2,2'-[naphthalene-2,3-diylbis(methyleneoxy[1,1'-binaphthalene]-2',2-diyloxy)]-di(ethan-1-ol) C1=C(C(=CC2=CC=CC=C12)COC1=C(C2=CC=CC=C2C=C1)C1=C(C=CC2=CC=CC=C12)OCCO)COC1=C(C2=CC=CC=C2C=C1)C1=C(C=CC2=CC=CC=C12)OCCO